NCC[SiH2]OCCCCCCCCCCCCCC(OCCCCCCCCCCCC)OCCCCCCCCCCCC 2-Aminoethyl(didodecanoxy)tetradecanoxysilan